6-({[5-(2-chlorophenyl)-1,3-oxazol-2-yl]methyl}sulfanyl)-1,3,5-triazine ClC1=C(C=CC=C1)C1=CN=C(O1)CSC1=NC=NC=N1